N-isonicotinyl-O-(3-(2-(5,6,7,8-tetrahydro-1,8-naphthyridin-2-yl)ethyl)cyclobutyl)-homoserine C(C1=CC=NC=C1)N[C@@H](CCOC1CC(C1)CCC1=NC=2NCCCC2C=C1)C(=O)O